BrC(C1=C(C=C(C=C1)F)C1=C(C=CC(=C1)F)C(Br)Br)Br 2,2'-bis(dibromomethyl)-5,5'-difluoro-1,1'-biphenyl